(2r,5r)-4-(6-cyano-1-methyl-2-oxo-1,2-dihydro-1,5-naphthyridin-4-yl)-5-(hydroxymethyl)-2-methylpiperazine-1-carboxylic acid tert-butyl ester C(C)(C)(C)OC(=O)N1[C@@H](CN([C@H](C1)CO)C1=CC(N(C2=CC=C(N=C12)C#N)C)=O)C